S(=O)(=O)(O)[O-].S(=O)(=O)([O-])[O-].N[C@@H](CC1=CNC=N1)C(=O)O.[K+].[K+].[K+] potassium L-histidine sulfate hydrogensulfate